5-(dip-tolylamino)thiophen C1(=CC=C(C=C1)N(C1=CC=CS1)C1=CC=C(C=C1)C)C